C(CCC)N(CCN)CC N-butyl-N-ethyl-ethane-1,2-diamine